FC1=NC=CC(=C1C1=C2N=CN(C2=NC=N1)C1OCCCC1)C 6-(2-fluoro-4-methylpyridin-3-yl)-9-(tetrahydro-2H-pyran-2-yl)-9H-purine